L-alpha-asparaginyl-L-prolyl-L-alaninate N[C@@H](CC(=O)N1[C@@H](CCC1)C(=O)N[C@@H](C)C(=O)[O-])C(N)=O